FC(OC1=CC=C(C=C1)S(=O)[O-])(F)F.[Na+] sodium 4-(trifluoromethoxy)benzenesulfinate